C(C1=CC=CC=C1)C(C(CCCN)C)N Benzyl-2-methyl-1,5-pentanediamine